C(C)(C)(C)OC([C@H](CCC(=O)NCCOCCOCC(=O)NCCOCCOCC(=O)O)NC(CCCCCCCCCCCCCCCCCCC(=O)OC(C)(C)C)=O)=O 2-[2-[2-[[2-[2-[2-[[(4S)-5-tert-butoxy-4-[(20-tert-butoxy-20-oxo-eicosanoyl)amino]-5-oxo-pentanoyl]amino]ethoxy]ethoxy]acetyl]amino]ethoxy]ethoxy]acetic acid